N-(3-(2-(2-((tert-butyldimethylsilyl)oxy)ethoxy)-6-chloropyridin-4-yl)-4-methylphenyl)-5-(trifluoromethyl)pyridazine-3-carboxamide [Si](C)(C)(C(C)(C)C)OCCOC1=NC(=CC(=C1)C=1C=C(C=CC1C)NC(=O)C=1N=NC=C(C1)C(F)(F)F)Cl